Diphenyldichlorsilan C1(=CC=CC=C1)[Si](Cl)(Cl)C1=CC=CC=C1